C(C)(C)(C)OC(=O)N1CCN(CC1)C1=C(C=C(C=C1)[N+](=O)[O-])N1C=NC=C1 4-(2-(1H-imidazol-1-yl)-4-nitrophenyl)piperazine-1-carboxylic acid tert-butyl ester